S-methyl carbonochloridothioate C(SC)(Cl)=O